3-hydroxy-4-methyl-5-(2-methylquinolin-6-yl)picolinic acid OC=1C(=NC=C(C1C)C=1C=C2C=CC(=NC2=CC1)C)C(=O)O